BrC=1C=[N+](C=C(C1)C1CC1)N 3-bromo-5-cyclopropyl-pyridin-1-ium-1-amine